COC(=O)C1=C2C(=NC(=C1)Br)CCC2 2-bromo-6,7-dihydro-5H-cyclopenta[b]pyridine-4-carboxylic acid methyl ester